3-((3-exo)-3-((7-((5-(difluoromethyl)-1H-pyrazol-3-yl)amino)-1,6-naphthyridin-5-yl)amino)-8-azabicyclo[3.2.1]octan-8-yl)propionitrile FC(C1=CC(=NN1)NC1=NC(=C2C=CC=NC2=C1)NC1CC2CCC(C1)N2CCC#N)F